3-methoxy-4-((5-(methoxymethyl)pyrimidin-2-yl)amino)-N-(5-(5-methyl-1H-pyrazol-1-yl)-1,3,4-thiadiazol-2-yl)-2-oxo-2H-pyran-6-carboxamide COC=1C(OC(=CC1NC1=NC=C(C=N1)COC)C(=O)NC=1SC(=NN1)N1N=CC=C1C)=O